2-(2,3,4-trifluorophenyl)acetic acid FC1=C(C=CC(=C1F)F)CC(=O)O